Tert-butyl N-[(1r,4r)-4-{[(3R)-3-(5-{2-[ethyl(isopropyl)carbamoyl]-4-fluorophenyl}imidazo[1,5-a]pyridin-7-yl)pyrrolidin-1-yl]methyl}cyclohexyl]carbamate C(C)N(C(=O)C1=C(C=CC(=C1)F)C1=CC(=CC=2N1C=NC2)[C@@H]2CN(CC2)CC2CCC(CC2)NC(OC(C)(C)C)=O)C(C)C